CC1=NC(=CC(=C1)C=1NC2=CC=C(C=C2C1C(C)C)C1CCN(CC1)C(C(C)C)=O)C 1-(4-(2-(2,6-dimethylpyridin-4-yl)-3-isopropyl-1H-indol-5-yl)piperidin-1-yl)-2-methylpropan-1-one